(2S)-2-[(5-chloro-8-hydroxy-3-methyl-1-oxo-3,4-dihydroisochromene-7-carbonyl)amino]-3-(4-hydroxyphenyl)propanoic acid ClC1=C2CC(OC(C2=C(C(=C1)C(=O)N[C@H](C(=O)O)CC1=CC=C(C=C1)O)O)=O)C